tert-butyl (3S,5S)-3-[[4-[4-[(1-bromo-3-methyl-4-isoquinolyl)oxy]-2-methyl-thiazol-5-yl]pyrimidin-2-yl]amino]-5-fluoro-piperidine-1-carboxylate BrC1=NC(=C(C2=CC=CC=C12)OC=1N=C(SC1C1=NC(=NC=C1)N[C@@H]1CN(C[C@H](C1)F)C(=O)OC(C)(C)C)C)C